ClC=1C(=NC(=NC1)NC1CC(CCC1)C(=O)N(C)C)C1=CC2=C(OCCN2C(C)C)C(=C1)F 3-((5-chloro-4-(8-fluoro-4-isopropyl-3,4-dihydro-2H-benzo[b][1,4]oxazin-6-yl)pyrimidin-2-yl)amino)-N,N-dimethylcyclohexane-1-carboxamide